ClC=1C=CC2=C([C@@H](C[C@@H](O2)C(=O)N[C@H]2CO[C@@H](CC2)C(=O)N2CC(C2)OC2=CC=C(C=C2)Cl)O)C1 (2R,4R)-6-chloro-N-{(3R,6S)-6-[3-(4-chlorophenoxy)azetidine-1-carbonyl]oxan-3-yl}-4-hydroxy-3,4-dihydro-2H-1-benzopyran-2-carboxamide